OC1=CC=C2CC(C(C2=C1)=O)=CC1=CC=CC=C1 6-hydroxy-2-benzylidene-2,3-dihydro-1H-inden-1-one